ClC1=NC=C(C(=C1)NC1CCC(CC1)(O)C)C#CC=1C=NN(C1)CC(F)F (1s,4s)-4-((2-chloro-5-((1-(2,2-difluoroethyl)-1H-pyrazol-4-yl)ethynyl)pyridin-4-yl)amino)-1-methylcyclohexan-1-ol